5-(cyclopentyloxy)-2-ethyl-2-methylpentanal C1(CCCC1)OCCCC(C=O)(C)CC